diethylaminoethanol citrate C(CC(O)(C(=O)O)CC(=O)O)(=O)O.C(C)N(CC)C(C)O